COC1=C2C(NN(C2=CC(=C1)C(=O)O)CC1OCC1)=O 4-methoxy-1-((oxetan-2-yl)methyl)-3-oxo-2,3-dihydro-1H-indazole-6-carboxylic acid